tert-butyl 8-(4-carbamoyl-2-fluorophenyl)-6,9-dioxo-5-[[4-(trifluoromethyl) phenyl] methyl]-2,5,8-triazaspiro[3.5]nonane-2-carboxylate C(N)(=O)C1=CC(=C(C=C1)N1CC(N(C2(CN(C2)C(=O)OC(C)(C)C)C1=O)CC1=CC=C(C=C1)C(F)(F)F)=O)F